para-chloroaniline-14C ClC1=CC=[14C](N)C=C1